COC1=C(C=CC(=N1)C1=CC=C(N=N1)N(C1CC2CCC(C1)N2C(=O)[O-])C)N2N=CC=C2 3-([6-[6-methoxy-5-(pyrazol-1-yl)pyridin-2-yl]pyridazin-3-yl](methyl)amino)-8-azabicyclo[3.2.1]octane-8-carboxylate